(R)-1-(4-(1-aminoethyl)phenyl)-2-hydroxy-4,9-dimethyl-6(5H)-phenanthridinone hydrochloride Cl.N[C@H](C)C1=CC=C(C=C1)C1=C(C=C(C=2NC(C3=CC=C(C=C3C12)C)=O)C)O